tert-Butyl (1-(4-methoxyphenyl)-1-oxo-3-phenylpropan-2-yl)(methyl)carbamate COC1=CC=C(C=C1)C(C(CC1=CC=CC=C1)N(C(OC(C)(C)C)=O)C)=O